ClC=1C(=NC=C(C(=O)N(C)[C@H]2COCC=3NC(C=4C=C(C=CC4C32)F)=O)C1)C(F)(F)F (R)-5-chloro-N-(8-fluoro-6-oxo-1,4,5,6-tetrahydro-2H-pyrano[3,4-c]isoquinolin-1-yl)-N-methyl-6-(trifluoromethyl)nicotinamide